C(CCCCCCC\C=C/CCCCCCCC)CCCCCCCCCCCCCC[NH-] N-oleylmyristylamide